(2E,6E)-Farnesyldiphosphat C(\C=C(/C)\CC\C=C(/C)\CCC=C(C)C)OP([O-])(=O)OP(=O)([O-])[O-]